C(=[In])[In].[In]=[In] tetraindole